(Z)-2-methyl-N'-(pyrimidin-2-yl)-4-(1,4,4,4-tetrafluoro-3-(3,4,5-trichlorophenyl)but-1-en-1-yl)benzoyl-hydrazine CC1=C(C(=O)NNC2=NC=CC=N2)C=CC(=C1)/C(=C/C(C(F)(F)F)C1=CC(=C(C(=C1)Cl)Cl)Cl)/F